[4-(5-bromo-2-pyridyl)piperazin-1-yl]ethanone BrC=1C=CC(=NC1)N1CCN(CC1)C(C)=O